5-bromo-2-pyrimidinecarboxaldehyde BrC=1C=NC(=NC1)C=O